COC1=CC=C(CN2N=CC=C(C2=O)C(F)(F)F)C=C1 2-(4-methoxybenzyl)-4-(Trifluoromethyl)pyridazin-3(2H)-one